6-((5-Methyl-3-(6-(trifluoromethyl)pyridin-3-yl)isoxazol-4-yl)methoxy)-N-(tetrahydropyran-4-yl)pyridazin-3-carboxamid CC1=C(C(=NO1)C=1C=NC(=CC1)C(F)(F)F)COC1=CC=C(N=N1)C(=O)NC1CCOCC1